Cl.OCC(=O)N1CCOC2(CN(C2)C2(C(NC(NC2=O)=O)=O)C2=CC=C(C=C2)OC2=CC=C(C=C2)OC(F)(F)F)C1 5-[8-(2-hydroxyacetyl)-5-oxa-2,8-diazaspiro[3.5]nonan-2-yl]-5-[4-[4-(trifluoromethoxy)phenoxy]phenyl]hexahydropyrimidine-2,4,6-trione hydrochloride salt